COC1=CC2=C(C=CC=C2C(=C1)[N+](=O)[O-])[N+](=O)[O-] 2-methoxy-4,8-dinitronaphthalene